tert-butyl (6-(tert-butyl)-10-chloro-9-(3-methoxypropoxy)-2-oxo-6,7-dihydro-2H-pyrido[2,1-a]isoquinolin-3-yl)carbamate C(C)(C)(C)C1N2C(C3=CC(=C(C=C3C1)OCCCOC)Cl)=CC(C(=C2)NC(OC(C)(C)C)=O)=O